(2-oxo-1,2-dihydropyridin-1-yl-methyl)-3H,6H,7H,8H,9H-imidazo[4,5-f]chinolin O=C1N(C=CC=C1)CC=1NC=2C(=C3CCCNC3=CC2)N1